4-chloro-3-(5,7-difluoro-6-(4-methyl-3-oxopiperazin-1-yl)-4-oxo-1,4-dihydroquinolin-2-yl)benzonitrile ClC1=C(C=C(C#N)C=C1)C=1NC2=CC(=C(C(=C2C(C1)=O)F)N1CC(N(CC1)C)=O)F